2-((1-(benzo[d]thiazol-5-yl)ethyl)(1-(tetrahydro-2H-pyran-4-yl)ethyl)amino)-2-oxoacetate S1C=NC2=C1C=CC(=C2)C(C)N(C(C(=O)[O-])=O)C(C)C2CCOCC2